C(C1=CC=CC=C1)OC(=O)NC1[C@@H]2CN(C[C@H]12)C1=NC2=C(C=C(C=C2C(N1C)=O)C)C(C)NC1=C(C(=O)O)C=CC=C1 2-((1-(2-((1R,5S,6s)-6-(((benzyloxy)carbonyl)amino)-3-azabicyclo[3.1.0]hexan-3-yl)-3,6-dimethyl-4-oxo-3,4-dihydroquinazolin-8-yl)ethyl)amino)benzoic acid